bromo-5-[3-(2-fluorophenoxy)propyl]-1,3-thiazole-4-carboxylic acid ethyl ester C(C)OC(=O)C=1N=C(SC1CCCOC1=C(C=CC=C1)F)Br